OC1=CC=C(C(=O)OCCCCCCCCCCCCCCCCCCC)C=C1 nonadecyl p-hydroxybenzoate